Cyclohexylamine Hydride Hydrochloride Cl.[H-].C1(CCCCC1)N